ClC1=CC=C(C=C1)S(=O)(=O)C1(CC(C1)N(S(=O)(=O)C(F)(F)F)CC(=O)OC)C1=C(C=CC(=C1)F)F Methyl {[cis-3-[(4-chlorophenyl)sulfonyl]-3-(2,5-difluorophenyl)cyclobutyl][(trifluoromethyl)sulfonyl]amino}acetate